CC1=CCN=CN1 6-methyl-1,4-dihydropyrimidin